C(C)OC(=O)C=1NC2=C(C=CC=C2C1C1=CC(=C(C=C1)CS(=O)(=O)C)F)C(C)NNS(=O)(=O)CC1=CC=CC=C1 3-(3-fluoro-4-((methylsulfonyl)methyl)phenyl)-7-(1-(2-toluenesulfonylhydrazino)ethyl)-1H-indole-2-carboxylic acid ethyl ester